1,1'-bi(1,2,3-triazole) N1(N=NC=C1)N1N=NC=C1